6-[4-fluoro-2-[5-fluoro-2-(methylsulfanyl)phenyl]pyrrolidin-1-yl]-N-{1-[(4-fluoro-3-hydroxyphenyl)methyl]azetidin-3-yl}imidazo[1,2-b]pyridazine-3-carboxamide FC1CC(N(C1)C=1C=CC=2N(N1)C(=CN2)C(=O)NC2CN(C2)CC2=CC(=C(C=C2)F)O)C2=C(C=CC(=C2)F)SC